O=C1N(CC2=CC(=CC=C12)CN(C([2H])([2H])[2H])C1CCNCC1)C1C(NC(CC1)=O)=O 3-[1-oxo-5-[[4-piperidyl(trideuteriomethyl)amino]methyl]isoindolin-2-yl]piperidine-2,6-dione